N-(tert-butoxycarbonyl)-glycine methyl ester COC(CNC(=O)OC(C)(C)C)=O